C(C)(C)(C)C1=CC=C(C(C(=O)[O-])=C1)O 5-t-butyl-salicylate